6-(5-Aminopyridin-2-yl)-3-(trifluoromethyl)imidazo[1,2-b]pyridazine NC=1C=CC(=NC1)C=1C=CC=2N(N1)C(=CN2)C(F)(F)F